4-[1-(2,2-dimethylpropanoyl)-5-(4-fluorophenyl)-6-(2-hydroxy-1,1-dimethyl-ethyl)pyrrolo[2,3-f]indazol-7-yl]benzoate CC(C(=O)N1N=CC2=CC3=C(C=C12)C(=C(N3C3=CC=C(C=C3)F)C(CO)(C)C)C3=CC=C(C(=O)[O-])C=C3)(C)C